FC=1C=NC2=CC(=CC=C2C1)C1=NC(=CC=C1C=1C=NN(C1)CC1(CCCC1)C)C 3-fluoro-7-(6-methyl-3-(1-((1-methylcyclopentyl)methyl)-1H-pyrazol-4-yl)pyridin-2-yl)quinoline